2-(((4-(4-(tert-butyl)phenyl)-1H-indazol-3-yl)amino)methyl)benzoic acid C(C)(C)(C)C1=CC=C(C=C1)C1=C2C(=NNC2=CC=C1)NCC1=C(C(=O)O)C=CC=C1